2-N-[3-[4-(aminomethyl)-1H-pyrazol-1-yl]-4-methoxyphenyl]-4-N,6-dimethylpyrimidine-2,4-diamine NCC=1C=NN(C1)C=1C=C(C=CC1OC)NC1=NC(=CC(=N1)NC)C